O1[C@H](COC2=C1C=CC=C2)C2=CC=C(CN1CC(CC1)C(=O)O)C=C2 1-{4-[(2S)-2,3-dihydro-1,4-benzodioxin-2-yl]benzyl}pyrrolidine-3-carboxylic acid